P(OC1=CC=C(C=C1)CCCCCCCCC)([O-])[O-] (Monononylphenyl) phosphite